5-Amino-6'-methyl-3-trifluoromethyl-[2,3']bipyridinyl-6-carboxylic acid methyl ester COC(=O)C1=C(C=C(C(=N1)C=1C=NC(=CC1)C)C(F)(F)F)N